1-(2,2-difluoro-2-((3R,5R,8R,9R,10S,13S,14S,17S)-3-hydroxy-3-(methoxymethyl)-13-methylhexadecahydro-1H-cyclopenta[a]phenanthren-17-yl)ethyl)-1H-pyrazole-4-carbonitrile FC(CN1N=CC(=C1)C#N)([C@H]1CC[C@H]2[C@@H]3CC[C@@H]4C[C@](CC[C@@H]4[C@H]3CC[C@]12C)(COC)O)F